CC=1C(=NC=C(C1)C)N1CCN(CC1)C(=O)C1=CC=C(S1)C1(C(NC(N1)=O)=O)C(C)C 5-{5-[4-(3,5-dimethylpyridin-2-yl)piperazine-1-carbonyl]thiophen-2-yl}-5-isopropylimidazolidine-2,4-dione